FC(C(=O)F)(C(C(F)(F)F)(C(F)(F)F)F)F 2,2,3,4,4,4-hexafluoro-3-(trifluoromethyl)butanoyl fluoride